2-((6-Methylpyridin-2-yl)methyl)-5-nitro-2H-indazole CC1=CC=CC(=N1)CN1N=C2C=CC(=CC2=C1)[N+](=O)[O-]